C(CCCCCC)OC1=CC=C(C=C1)C1=CC=C(C=C1)N 4'-(heptyloxy)-[1,1'-biphenyl]-4-amine